C(C)(=O)O.C(C)(=O)O.C(C)(=O)O.COC(CC1CNC1)=O 2-(azetidin-3-yl)acetic acid methyl ester triacetate